1-((5S,8S,10aR)-2-acetyl-5-amino-6-oxodecahydropyrrolo[1,2-a][1,4]diazocine-8-carbonyl)-4-phenylpyrrolidine-3-carbonitrile C(C)(=O)N1C[C@@H]2N(C([C@H](CC1)N)=O)[C@@H](CC2)C(=O)N2CC(C(C2)C2=CC=CC=C2)C#N